ClC=1N=C(C2=C(N1)CN(CC2)C(=O)OC(C)(C)C)N2CCOCC2 tert-Butyl 2-chloro-4-morpholino-6,8-dihydro-5H-pyrido[3,4-d]pyrimidine-7-carboxylate